6-bromo-3-methylpyridin-2-amine BrC1=CC=C(C(=N1)N)C